F[C@@H]1CN(CC[C@H]1NC1=NN2C(C(=N1)OC)=C(C=C2)C=2C=CC1=C(N(N=N1)CCF)C2)C2COC2 N-((3R,4R)-3-fluoro-1-(oxetan-3-yl)piperidin-4-yl)-5-(1-(2-fluoroethyl)-1H-benzo[d][1,2,3]triazol-6-yl)-4-methoxypyrrolo[2,1-f][1,2,4]triazin-2-amine